COC([C@@H](NC(=O)OC(C)(C)C)CI)=O (R)-N-Boc-3-iodoalanine methyl ester